COC(C=1C(=CC(=CC1)N=C=O)N=C=O)OC dimethoxytolylene diisocyanate